1,5-bis[4-(9H-carbazol-9-yl)phenyl]-9,10-diphenylanthracene-9,10-diol C1=CC=CC=2C3=CC=CC=C3N(C12)C1=CC=C(C=C1)C1=CC=CC=2C(C3=C(C=CC=C3C(C12)(O)C1=CC=CC=C1)C1=CC=C(C=C1)N1C2=CC=CC=C2C=2C=CC=CC12)(O)C1=CC=CC=C1